C1(=CC=CC=C1)C1=CC=C(C=C1)C1(SCCCS1)C=CC=C(C1=CC=C(C=C1)OC)C1=CC=C(C=C1)OC 2-(4-phenylphenyl)-2-(4,4-bis(4-methoxyphenyl)-1,3-butadienyl)-1,3-dithiane